CC1=CNC=2C1=NC(=CC2C=C)C(=O)NC=2C=NC=C(C2)C2(CC(C2)C)C2=NN=CN2C 3-methyl-N-(5-((1s,3s)-3-methyl-1-(4-methyl-4H-1,2,4-triazol-3-yl)cyclobutyl)pyridin-3-yl)-7-vinyl-1H-pyrrolo[3,2-b]pyridine-5-carboxamide